N-(benzo[d]thiazol-2-yl)-2-((2-(4-chlorophenyl)-4-oxo-4H-chromen-3-yl)oxy)acetamide S1C(=NC2=C1C=CC=C2)NC(COC2=C(OC1=CC=CC=C1C2=O)C2=CC=C(C=C2)Cl)=O